1-(bromomethyl)-2,4-dichlorobenzene BrCC1=C(C=C(C=C1)Cl)Cl